2-(2,4-dihydroxyphenyl)-4,6-bis(2,4-dimethylphenyl)-1,3,5-triazin OC1=C(C=CC(=C1)O)C1=NC(=NC(=N1)C1=C(C=C(C=C1)C)C)C1=C(C=C(C=C1)C)C